CC1=NC(=NC(=C1)C)NC(=O)NS(=O)(=O)C=1C=NN2C1OCCC2 N-((4,6-dimethylpyrimidin-2-yl)carbamoyl)-6,7-dihydro-5H-pyrazolo[5,1-b][1,3]oxazine-3-sulfonamide